C(C)(C)(C)OC(=O)C=1C2=C(SC1N1C(C3CCCCC3C1=O)=O)CSC2 (1,3-dioxo-3a,4,5,6,7,7a-hexahydroisoindol-2-yl)-4,6-dihydrothieno[3,4-b]thiophene-3-carboxylic acid tert-butyl ester